C(C)(C)C=1C(=NNC1C=1C=C(C=2N(C1)N=CN2)OC)C2=CC=C(C=C2)C2CN(C2)CCS(=O)(=O)C 6-(4-isopropyl-3-(4-(1-(2-(methylsulfonyl)ethyl)azetidin-3-yl)phenyl)-1H-pyrazol-5-yl)-8-methoxy-[1,2,4]triazolo[1,5-a]pyridine